C(C)C(C(=O)O)C1=CC(=C(C=C1)C1(COC1)N)Cl.ClCC1=CC=C(C(=O)NC2=CC3=C(N(C4=CC=CC=C34)CC)C(=N2)C2=CC=C(C=C2)OC)C=C1 4-(chloromethyl)-N-(1-(4-methoxyphenyl)-9-ethyl-9H-pyrido[3,4-b]indol-3-yl)benzamide 2-Ethyl-2-(4-(3-aminooxetan-3-yl)-3-chlorophenyl)acetate